ethyl 1-(azetidin-3-yl)-1H-pyrazole-4-carboxylate N1CC(C1)N1N=CC(=C1)C(=O)OCC